BrC1=CC(=C2C=NC(=NC2=C1)N)OC 7-Bromo-5-methoxy-2-aminoquinazoline